6-(2-((4,4-difluorocyclohexyl)amino)-6-fluoro-4-methoxypyrrolo[2,1-f][1,2,4]triazin-5-yl)-8-fluoro-N-methylimidazo[1,2-a]pyridine-3-carboxamide FC1(CCC(CC1)NC1=NN2C(C(=N1)OC)=C(C(=C2)F)C=2C=C(C=1N(C2)C(=CN1)C(=O)NC)F)F